methyl (1R,3R)-3-(6-chloro-3-methyl-1H-pyrazolo[3,4-d]pyrimidin-1-yl)cyclohexane-1-carboxylate ClC1=NC=C2C(=N1)N(N=C2C)[C@H]2C[C@@H](CCC2)C(=O)OC